N[C@H](C=1N=C2N(N=C(C(=N2)C2CCOCC2)C[C@@H]2C(N[C@@H](C2)C(F)(F)F)=O)C1)C1CCC(CC1)C (3R,5S)-3-((6-((S)-amino((1R,4S)-4-methylcyclohexyl)methyl)-3-(tetrahydro-2H-pyran-4-yl)imidazo[1,2-b][1,2,4]triazin-2-yl)methyl)-5-(trifluoromethyl)pyrrolidin-2-one